C(C)(C)(C)OC(N(C=N)C1=CC=C(C=C1)OCC1=CC=CC=C1)=O.BrC=1N=C(N2C1[C@H](N(CC2)C(=O)C2=CC=NC=C2)C)C2=NC(=NS2)C (R)-(1-bromo-8-methyl-3-(3-methyl-1,2,4-thiadiazol-5-yl)-5,6-dihydroimidazo[1,5-a]pyrazin-7(8H)-yl)(pyridin-4-yl)methanone tert-butyl-(4-(benzyloxy)phenyl)(imino)methylcarbamate